C(C)S(=O)(=O)C=1C=CC(=C(C1)C=1C2=C(C(N(C1)C)=O)NC=C2)OC2CCC(CC2)(C)OC 4-(5-(ethylsulfonyl)-2-(cis-4-methoxy-4-methylcyclohexyloxy)phenyl)-6-methyl-1H-pyrrolo[2,3-c]pyridin-7(6H)-one